C(C)C=1C=CC=C2C=CC=C(C12)C1=C(C=2N=C(N=C(C2C=N1)N1CC2(C(NC(N2)=O)=O)CCC1)OCC12CCCN2CCC1)F 7-(7-(8-ethylnaphthalen-1-yl)-8-fluoro-2-((hexahydro-1H-pyrrolizine-7a-yl)methoxy)pyrido[4,3-d]pyrimidin-4-yl)-1,3,7-triazaspiro[4.5]decane-2,4-dione